CN1CCC(CC1)NC1=CC=C2C(=N1)C=C(S2)C#N 5-[(1-methyl-4-piperidyl)amino]thieno[3,2-b]pyridine-2-carbonitrile